(R)-1-(4-((1-(3-amino-5-(trifluoromethyl)phenyl)ethyl)amino)-2-methyl-8,9-dihydro-7H-cyclopenta[h]quinazolin-6-yl)-4-(methoxymethyl)piperidin-4-ol NC=1C=C(C=C(C1)C(F)(F)F)[C@@H](C)NC1=NC(=NC2=C3C(=C(C=C12)N1CCC(CC1)(O)COC)CCC3)C